2-ETHYL-3-HYDROXY-3-METHYLBUTANOIC ACID C(C)C(C(=O)O)C(C)(C)O